(7-oxo-5-[2-(triisopropylsilyl)ethynyl]-8H-pyrido[2,3-d]pyrimidin-2-ylamino)benzamide O=C1C=C(C2=C(N=C(N=C2)NC2=C(C(=O)N)C=CC=C2)N1)C#C[Si](C(C)C)(C(C)C)C(C)C